ONC(=N)C1=CSC=C1 N-hydroxythiophene-3-carboxamidine